3-(5-(2-(4-chlorophenyl)acetamido)-2-fluoropyridin-3-yl)-1-isopropyl-5-(methylamino)-1H-pyrazole-3,4-dicarboxamide ClC1=CC=C(C=C1)CC(=O)NC=1C=C(C(=NC1)F)C1(NN(C(=C1C(=O)N)NC)C(C)C)C(=O)N